COCOC(N(CC(NCC(N(CCCC(=O)O)C)=O)=O)C)=O methoxy-4,10-dimethyl-3,6,9-trioxo-2-oxa-4,7,10-triazatetradecan-14-oic acid